ClC1=C(C=C(C=C1)F)NC=1C=CC(=NC1NC(C1=CC(=CC(=C1)C(F)(F)F)F)=O)C(=O)OC methyl 5-((2-chloro-5-fluorophenyl)amino)-6-(3-fluoro-5-(trifluoromethyl)benzamido)picolinate